C(C)(C)(C)OC(/N=C\1/N(C(C[C@@](N1)(C)C1=C(C(=CC=C1)NC(=O)OCC1=CC=CC=C1)Cl)=O)[C@@H]1C[C@@H](OCC1)C)=O |&1:33,35| (NE)-N-{(4S)-4-[3-(Benzyloxycarbonylamino)-2-chlorophenyl]-4-methyl-1-[(2SR,4SR)-2-methyltetrahydropyran-4-yl]-6-oxohexahydropyrimidin-2-ylidene}-carbamic acid tert-butyl ester